COC(CC=1N=C(SC1)C=1CCN(CC1)C(=O)OC(C)(C)C)=O tert-butyl 4-(4-(2-methoxy-2-oxoethyl)thiazol-2-yl)-3,6-dihydropyridine-1(2H)-carboxylate